NC1=C(C=C(C=N1)C=1C=C2N(N1)CCC21CN(CC1)C(=O)NC(COC)C1=CC=C(C=C1)F)C(F)(F)F 2'-[6-amino-5-(trifluoromethyl)pyridin-3-yl]-N-[1-(4-fluorophenyl)-2-methoxyethyl]-5',6'-dihydrospiro[pyrrolidine-3,4'-pyrrolo[1,2-b]pyrazole]-1-carboxamide